(8S,17E)-5,8,10,13,14-pentamethyl-21-tetrahydropyran-2-yl-7-oxa-4,5,10,14,15,20,21-heptazapentacyclo[17.5.2.02,6.012,16.022,26]hexacosa-1(25),2(6),3,12,15,17,19,22(26),23-nonaene CN1N=CC=2C=3C=CC=4N(N=C(/C=C/C5=NN(C(=C5CN(C[C@@H](OC12)C)C)C)C)C4C3)C3OCCCC3